O-hexylhydroxylamine C(CCCCC)ON